CN1C(C2=CC=CC(=C2C=C1)NC(=O)[C@H]1CNC[C@@H]1C1=CC=CC=C1)=O (3R,4S)-N-(2-methyl-1-oxo-1,2-dihydroisoquinolin-5-yl)-4-phenylpyrrolidine-3-Carboxamide